COC=1C=C(CN(C2=CC=C(OCCOC=3C=C(N(C)C)C=CC3)C=C2)CC2=CC=C(C=C2)N2CCOCC2)C=CC1 3-(2-(4-((3-methoxybenzyl)(4-morpholinobenzyl)amino)phenoxy)ethoxy)-N,N-dimethylaniline